2-(1-((2R,3R,4S,5S,6R)-3,4,5-trihydroxy-6-(hydroxymethyl)tetrahydro-2H-pyran-2-yl)-5-methoxy-1H-indol-3-yl)acetic acid O[C@H]1[C@@H](O[C@@H]([C@H]([C@@H]1O)O)CO)N1C=C(C2=CC(=CC=C12)OC)CC(=O)O